C1=CC(=CC=C1/C=C\\2/C(=C(C(=O)O2)C3=CC=C(C=C3)O)[O-])O The molecule is an organic anion that is the conjugate base of aspulvinone E, arising from selective deprotonation of the butenolide OH group; major species at pH 7.3. It is a conjugate base of an aspulvinone E.